ethyl (Z)-2-(((2-bromo-5-chlorophenyl) amino) (methylthio) methylene)-3-oxobutanoate BrC1=C(C=C(C=C1)Cl)N/C(/SC)=C(/C(=O)OCC)\C(C)=O